CNCCC(OC=1C=C(CN2CCNC3=C(C2=O)C=CC=N3)C=CC1)C=1SC=CC1 4-(3-(methylamino-1-(thiophen-2-yl)propoxy)benzyl)-1,2,3,4-tetrahydro-5H-pyrido[2,3-e][1,4]diazepin-5-one